2-(4-(6-((4-(cyclopropanecarbonyl)-2-fluorobenzyl)oxy)pyridin-2-yl)-2-fluorobenzyl)-1-((1-fluorocyclobutyl)methyl)-1H-benzo[d]imidazole C1(CC1)C(=O)C1=CC(=C(COC2=CC=CC(=N2)C2=CC(=C(CC3=NC4=C(N3CC3(CCC3)F)C=CC=C4)C=C2)F)C=C1)F